CC1=NON=C1C1=NC2=C(N1CC=1C[N+](C=CC1)=O)C=CC=C2 3-methyl-4-[1-[(1-oxopyridin-1-ium-3-yl)methyl]benzimidazol-2-yl]-1,2,5-oxadiazole